CC1(OB(OC1(C)C)C=1C=C2CC(CC2=CC1)=O)C 5-(4,4,5,5-tetramethyl-1,3,2-dioxaborolan-2-yl)-1,3-dihydroinden-2-one